CC1=C(C=C(C(=O)NC2=CC=C(C=C2)N2CCN(CC2)CCC)C=C1)NC1=NC=CC(=N1)C=1C=NC=CC1 4-Methyl-N-[4-(4-propyl-piperazin-1-yl)-phenyl]-3-(4-pyridin-3-yl-pyrimidin-2-ylamino)-benzamide